FC(C(=O)O)(F)F.C(CC#C)C1(N=N1)CCOC=1C=C(C=CC1)C=1N=C2SC3=C(N2C1)C=CC(=C3)S(=O)(=O)C 2-(3-(2-(3-(but-3-yn-1-yl)-3H-diazirin-3-yl)ethoxy)phenyl)-7-(methylsulfonyl)benzo[d]imidazo[2,1-b]thiazole 2,2,2-trifluoroacetate